(S)-4-methyl-1,2,3-oxathiazolidine-3-carboxylate C[C@@H]1N(SOC1)C(=O)[O-]